(E)-3-[4-(Oxan-2-yloxy)phenyl]-1-[4-[4-[4-[(E)-3-[4-(oxan-2-yloxy)phenyl]prop-2-enoyl]phenyl]buta-1,3-diynyl]phenyl]prop-2-en-1-one O1C(CCCC1)OC1=CC=C(C=C1)/C=C/C(=O)C1=CC=C(C=C1)C#CC#CC1=CC=C(C=C1)C(\C=C\C1=CC=C(C=C1)OC1OCCCC1)=O